ClC1=C(C(=O)N2C=C(C=3C2=NC=C(C3)C3=CC=C(C=C3)N3CCC(CC3)=O)C(C3=C(C(=CC=C3F)NS(N(C)CC)(=O)=O)F)=O)C(=CC=C1)Cl 1-(2,6-dichlorobenzoyl)-3-[3-[[ethyl(methyl)sulfamoyl]amino]-2,6-difluoro-benzoyl]-5-[4-(4-oxo-1-piperidyl)phenyl]pyrrolo[2,3-b]pyridine